NC1=C(C=C(N=N1)C1=C(C=CC=C1)O)N1CC2CCC(C1)N2C2=CC(=NC=C2)C#CCN2CCN(CC2)C2CC2 2-[6-amino-5-[8-[2-[3-(4-cyclopropylpiperazin-1-yl)prop-1-ynyl]-4-pyridinyl]-3,8-diazabicyclo[3.2.1]oct-3-yl]pyridazin-3-yl]phenol